tert-butyl 2-(((methylsulfonyl)oxy)methyl)-6-azaspiro[3.4]octane-6-carboxylate CS(=O)(=O)OCC1CC2(C1)CN(CC2)C(=O)OC(C)(C)C